[K+].C(C)(=O)[O-].C(C)(=O)[O-].[K+] diacetic acid potassium salt